OCCNC(=O)C1CNCCC1 piperidine-3-carboxylic acid (2-hydroxy-ethyl)-amide